C(C1=CC=CC=C1)N1C(N2C(C=C1C(F)(F)F)=NC(=C2)C2=NC=C(C=C2S(=O)(=O)CC)Br)=O 6-benzyl-2-(5-bromo-3-ethylsulfonyl-2-pyridyl)-7-(trifluoromethyl)imidazo-[1,2-c]pyrimidin-5-one